(S)-(1-cyclopropylpyrrolidin-2-yl)methanol C1(CC1)N1[C@@H](CCC1)CO